C(C)OC1=NC=CC=C1C1=NC=2C(N(CC3(C(CN(CC3)C3=C(C(=CC=C3)OCCC)C(F)(F)F)CC)C2C=C1)C1CNCC1)=O 2-(2-ethoxypyridin-3-yl)-3'-ethyl-1'-[3-propoxy-2-(trifluoromethyl)phenyl]-7-pyrrolidin-3-ylspiro[6H-1,7-naphthyridine-5,4'-piperidine]-8-one